OCC=C(CCC(C)=O)CCC=C(CCC=C(C)C)C 5-(2-hydroxyethylidene)-9,13-dimethyltetradec-8,12-dien-2-one